4-(4-((1R,5S)-3,8-diazabicyclo[3.2.1]octan-3-yl)-2-(((2R,7aS)-2-fluorotetrahydro-1H-pyrrolizin-7a(5H)-yl)methoxy)quinazolin-7-yl)-5-ethynylnaphthalen-2-ol [C@H]12CN(C[C@H](CC1)N2)C2=NC(=NC1=CC(=CC=C21)C2=CC(=CC1=CC=CC(=C21)C#C)O)OC[C@]21CCCN1C[C@@H](C2)F